2-methyl-3-(4-fluorophenyl)-8-methoxyisoquinoline CN1CC2=C(C=CC=C2C=C1C1=CC=C(C=C1)F)OC